FC(OC1=CC=C(C=C1)NC(=O)C=1C(=NN(C1)C)NC1=CC(=C(C=C1)OC1=CC=NC2=CC(=C(C=C12)OC)OC)F)F N-(4-(difluoromethoxy)phenyl)-3-((4-((6,7-dimethoxyquinolin-4-yl)oxy)-3-fluorophenyl)amino)-1-methyl-1H-pyrazole-4-carboxamide